CC1=NN(C(=N1)C1=CC=CC=C1)CC1=CC=C(C=C1)C=C 3-methyl-5-phenyl-1-(4-vinylbenzyl)-1H-1,2,4-triazole